N-methyl-2-(1-methylpyrazol-4-yl)-4,5,6,7-tetrahydrobenzothiazol-7-amine CNC1CCCC=2N=C(SC21)C=2C=NN(C2)C